N-(3-(6-(6-(3-(trifluoromethyl)phenoxy)pyridin-3-yl)quinazolin-8-yl)phenyl)acrylamide FC(C=1C=C(OC2=CC=C(C=N2)C=2C=C3C=NC=NC3=C(C2)C=2C=C(C=CC2)NC(C=C)=O)C=CC1)(F)F